C1CCC2=CC(=CC=C12)C(=O)N 2,3-dihydro-1H-indene-5-carboxamide